(2,2-difluorocyclopropane-1,1-diyl)bis(methylene) bis(4-methylbenzenesulfonate) CC1=CC=C(C=C1)S(=O)(=O)OCC1(C(C1)(F)F)COS(=O)(=O)C1=CC=C(C=C1)C